C(C)(C)(C)OC(=O)N1CC2=CC=CC(=C2CC1)C1CC1 5-cyclopropyl-3,4-dihydro-1H-isoquinoline-2-carboxylic acid tert-butyl ester